C(C)(C)N1CCN(CC1)CC=1N(C=CC1)C 1-isopropyl-4-[(1-methyl-1h-pyrrol-2-yl)methyl]piperazine